C(C)OC(CCC1OC2=CC=C(C=C2CC1)C=1C(=NC=CC1)OC1CCCC1)=O 3-[6-(2-cyclopentyloxy-pyridin-3-yl)-chroman-2-yl]-propionic acid ethyl ester